5-(((Trans-3-(3-cyclopropyl-4-(7-hydroxy-6,7-dihydro-5H-cyclopenta[b]pyridin-2-yl)-1H-pyrazol-1-yl)cyclobutyl)methyl)amino)-2-(2,6-dioxopiperidin-3-yl)isoindoline-1,3-dione C1(CC1)C1=NN(C=C1C1=CC=C2C(=N1)C(CC2)O)[C@@H]2C[C@H](C2)CNC=2C=C1C(N(C(C1=CC2)=O)C2C(NC(CC2)=O)=O)=O